4-(5-(3,5-Dichlorophenyl)-5-(trifluoromethyl)-4,5-dihydro-1,2-oxazol-3-yl)-2-methyl-n-(2-oxo-2-((2,2,2-trifluoroethyl)amino)ethyl)benzamide CC1=C(C=CC(=C1)C2=NOC(C2)(C3=CC(=CC(=C3)Cl)Cl)C(F)(F)F)C(=O)NCC(=O)NCC(F)(F)F